N=1N=CN2C1C(=NC=C2)N2CC(CC2)NC(=O)C=2N=C(OC2)C2=CC=CC=C2 2-phenyloxazole-4-carboxylic acid (1-[1,2,4]triazolo[4,3-a]pyrazin-8-yl-pyrrolidin-3-yl)-amide